O1CCN(CC1)C1=NC(=NN2C1=CC(=C2)C2=CN=CO2)N/N=C/C=2C=C(C=CC2)C 4-morpholino-N-[(E)-m-tolylmethyleneamino]-6-oxazol-5-yl-pyrrolo[2,1-f][1,2,4]triazin-2-amine